C(C)(C)(C)S(=O)N[C@H]([C@@H]([C@@H](C)NC(OC(C)(C)C)=O)CN1C(C2=CC=CC=C2C1=O)=O)C1CCC1 tert-butyl ((2R,3R,4S)-4-((tert-butylsulfinyl)amino)-4-cyclobutyl-3-((1,3-dioxoisoindolin-2-yl)methyl)butan-2-yl)carbamate